C1(C=CC(N1C(CON1C(CCC1=O)=O)C)=O)=O N-(β-maleimidopropyloxy)succinimide